CC(C[C@@H](C(=O)N1CCC(CC1)CCC=1N(C=CN1)C)N1C([C@@H](NCC1)CC(C)C)=O)C (S)-1-[(S)-3-Methyl-1-({4-[2-(1-methyl-1H-imidazol-2-yl)ethyl]-1-piperidyl}carbonyl)butyl]-3-isobutyl-2-piperazinone